C(C)C1(C(C2=CC=C(C=C2C1)C1=CC=C(C=C1)OCCC)NC(O[C@@H]1CN2CCC1CC2)=O)CC (S)-quinuclidin-3-yl (2,2-diethyl-5-(4-propoxyphenyl)-2,3-dihydro-1H-inden-1-yl)carbamate